The molecule is a member of the class of ureas obtained by formal condensation of the carboxy group of [3-tert-butyl-1-(4-methylphenyl)pyrazol-5-yl]carbamic acid with the amino group of 4-[2-(benzyloxy)ethyl]-1,3-thiazol-2-amine. It is a member of ureas, a N-arylimidazole, a member of 1,3-thiazoles and a benzyl ether. CC1=CC=C(C=C1)N2C(=CC(=N2)C(C)(C)C)NC(=O)NC3=NC(=CS3)CCOCC4=CC=CC=C4